(R)-N-(1-(3,5-bis(1-methyl-1H-pyrazol-4-yl)phenyl)ethyl)-5-(2-(diethylamino)ethoxy)-2-methylbenzamide CN1N=CC(=C1)C=1C=C(C=C(C1)C=1C=NN(C1)C)[C@@H](C)NC(C1=C(C=CC(=C1)OCCN(CC)CC)C)=O